5-(2-chloro-3-fluorophenyl)-3-((2-methoxypropyl)amino)-4H-benzo[e][1,2,4]thiadiazine 1,1-dioxide ClC1=C(C=CC=C1F)C1=CC=CC2=C1NC(=NS2(=O)=O)NCC(C)OC